COC1=C(C(=CC=C1)OC)C1=C(C=CC=C1OC)OC 2,2',6,6'-tetramethoxy-1,1'-biphenyl